rac-N-(6-amino-5-methylpyridin-3-yl)-2-((2R,5S)-5-methyl-2-(pyrimidin-5-yl)piperidin-1-yl)-2-oxoacetamide NC1=C(C=C(C=N1)NC(C(=O)N1[C@H](CC[C@@H](C1)C)C=1C=NC=NC1)=O)C |r|